sodium N-(2-aminoethyl)-aminoethanesulfonate NCCNC(C)S(=O)(=O)[O-].[Na+]